Cl.FC1(CN(CC1)C(=O)C=1C=NN2C1CNCC2)F (3,3-difluoropyrrolidin-1-yl)(4,5,6,7-tetrahydropyrazolo[1,5-a]pyrazin-3-yl)methanone hydrochloride